3-(1-(4-(azetidin-3-yl)phenyl)-6-phenyl-1H-benzo[d]imidazol-2-yl)pyridin-2-amine N1CC(C1)C1=CC=C(C=C1)N1C(=NC2=C1C=C(C=C2)C2=CC=CC=C2)C=2C(=NC=CC2)N